nickel-boron-silver [Ag].[B].[Ni]